2-((6-((6-(7-Bromo-5-chlorohept-6-ynamido)hexyl)amino)-2-methylpyrimidin-4-yl)amino)-N-(2-chloro-6-methylphenyl)thiazole-5-carboxamide BrC#CC(CCCC(=O)NCCCCCCNC1=CC(=NC(=N1)C)NC=1SC(=CN1)C(=O)NC1=C(C=CC=C1C)Cl)Cl